N-furfuryl-1,3-propylenediamine C(C1=CC=CO1)NCCCN